tert-butyl N-[[4-[[2-(tert-butoxycarbonylamino)-5-pyrimidin-5-yl-phenyl]carbamoyl]phenyl]-methyl-oxo-sulfanylidene]carbamate C(C)(C)(C)OC(=O)NC1=C(C=C(C=C1)C=1C=NC=NC1)NC(=O)C1=CC=C(C=C1)S(=NC(OC(C)(C)C)=O)(=O)C